ethyl (R)-2-(1-(2-(3-bromo-2-methylphenoxy)ethyl)-6-azaspiro[2.5]octan-6-yl)acetate BrC=1C(=C(OCC[C@H]2CC23CCN(CC3)CC(=O)OCC)C=CC1)C